CC=1C(=NC(=C(C1)F)CC=O)C(=O)OC(C)C=1C(=NC(=CC1)N1C=NC2=C1C=CC(=C2)NC=2N=NC(=CC2)C)C2=C(N=NC(=C2)OC(F)F)C 1-[2-[6-(difluoromethoxy)-3-methyl-pyridazin-4-yl]-6-[5-[(6-methylpyridazin-3-yl)amino]benzimidazol-1-yl]-3-pyridinyl]ethanol methyl-5-fluoro-6-formylmethylpicolinate